5-[3-(trifluoromethyl)benzamido]-1,2,3-thiadiazole-4-carboxylic acid FC(C=1C=C(C(=O)NC2=C(N=NS2)C(=O)O)C=CC1)(F)F